BrC(C(=O)OC(C)(C)C)C1=C(C(=CC(=C1)C(F)(F)F)F)OC tert-butyl 2-bromo-2-(3-fluoro-2-methoxy-5-(trifluoromethyl)phenyl)acetate